2-((1r,4r)-4-(5-(1H-imidazol-1-yl)-1H-pyrazolo[3,4-c]pyridine-7-carboxamido)cyclohexyl)acetic acid ethyl ester C(C)OC(CC1CCC(CC1)NC(=O)C=1N=C(C=C2C1NN=C2)N2C=NC=C2)=O